CNCC1=C(CN(C(=O)N2CCCC2)CC(NC=2C=C3CC4(C(NC5=NC=CC=C54)=O)CC3=CC2)=O)C=CC=C1 N-(2-((Methylamino)methyl)benzyl)-N-(2-oxo-2-((2'-oxo-1,1',2',3-tetrahydrospiro[indene-2,3'-pyrrolo[2,3-b]pyridin]-5-yl)amino)ethyl)pyrrolidine-1-carboxamide